FC1(CC(C1)C=1C=CC(=NC1)C=O)F 5-(3,3-difluorocyclobutyl)picolinaldehyde